IC1=C(OC(=O)NC=2C=C3C(=CNC3=CC2)C2CCN(CC2)CC(C)C)C=CC=C1 5-(2-iodophenoxy)carbonylamino-3-(1-isobutylpiperidin-4-yl)-1H-indole